The molecule is a beta-amino-acid anion that is the conjugate base of 3-amino-3-(4-hydroxyphenyl)propanoic acid, arising from deprotonation of the carboxy group. It derives from a propionate. It is a conjugate base of a 3-amino-3-(4-hydroxyphenyl)propanoic acid. C1=CC(=CC=C1C(CC(=O)[O-])N)O